BrC1=C(C=C2C(=NC(=NC2=C1F)NC1CCN(CC1)C)N1CCN(CC1)C(=O)OC(C)(C)C)Cl tert-Butyl 4-(7-bromo-6-chloro-8-fluoro-2-((1-methylpiperidin-4-yl)amino)quinazolin-4-yl)piperazine-1-carboxylate